O[C@H](CN1N=C(C(=C1)C1=CC=2N(C=C1)N=CC2C(=O)OC)C)COC methyl (R)-5-(1-(2-hydroxy-3-methoxypropyl)-3-methyl-1H-pyrazol-4-yl)pyrazolo[1,5-a]pyridine-3-carboxylate